ClCCCCCOC=1C=C2CCN(C(C2=CC1)=O)C1C(NC(CC1)=O)=O 3-(6-(5-chloropentoxy)-1-oxo-3,4-dihydroisoquinoline-2(1H)-yl)piperidine-2,6-dione